5-(((S)-1-(3-((R)-2-methyl-4-(5-(trifluoromethyl)pyrimidin-2-yl)piperazin-1-yl)-3-oxopropoxy)propan-2-yl)amino)-4-(trifluoromethyl)pyridazin-3(2H)-one C[C@H]1N(CCN(C1)C1=NC=C(C=N1)C(F)(F)F)C(CCOC[C@H](C)NC1=C(C(NN=C1)=O)C(F)(F)F)=O